S(=O)(=O)(O)O.O(S(=O)(=O)O)C(C(=O)N)(C)C alpha-sulfoxyisobutyramide hydrogensulfate